4-(1-piperidyl)pyridine N1(CCCCC1)C1=CC=NC=C1